5-(8-Methoxy-[1,2,4]triazolo[1,5-a]pyridin-6-yl)-6-methyl-1-((1S,4S)-4-(methyl(tetrahydro-2H-pyran-4-yl)amino)cyclohexyl)-1,3-dihydro-2H-benzo[d]imidazol-2-on COC=1C=2N(C=C(C1)C1=CC3=C(N(C(N3)=O)C3CCC(CC3)N(C3CCOCC3)C)C=C1C)N=CN2